FUROINDAZOLE N1N=CC2=CC=C3C(=C12)C=CO3